N(=[N+]=[N-])C1(CCC=2C=3C1=C1C(=NC3C=C(C2C)F)C2=CC3=C(C(N2C1)=O)COC([C@]3(O)CC)=O)CO (9S)-1-Azido-9-ethyl-5-fluoro-9-hydroxy-1-(hydroxymethyl)-4-methyl-1,2,3,9,12,15-hexahydro-10H,13H-benzo[de]pyrano[3',4':6,7]indolizino[1,2-b]quinoline-10,13-dione